Sulfuroyl dichloride S(=O)(=O)(Cl)Cl